COC(/C(=N/OC)/C1=C(C=CC=C1)CON)=O (2E)-2-[2-(aminooxymethyl)phenyl]-2-methoxyimino-acetic acid methyl ester